3-hydroxy-4-(5H-imidazo[5,1-a]isoindol-5-yl)tetrahydrothiophene 1,1-dioxide OC1CS(CC1C1N2C(C3=CC=CC=C13)=CN=C2)(=O)=O